C(#N)C1=CC(=C(C=C1F)NS(=O)(=O)C1=CNC(=C1)C=1SC=C(N1)C)F N-(4-cyano-2,5-difluorophenyl)-5-(4-methyl-1,3-thiazol-2-yl)-1H-pyrrole-3-sulfonamide